N,N-dimethyl-4-(piperidin-4-yl)aniline CN(C1=CC=C(C=C1)C1CCNCC1)C